Tert-butyl (R)-3-(difluoromethyl)-4-methylpiperazine-1-carboxylate FC([C@H]1CN(CCN1C)C(=O)OC(C)(C)C)F